2-isopropyl-4-(4-tert-butylphenyl)-indene C(C)(C)C=1CC2=CC=CC(=C2C1)C1=CC=C(C=C1)C(C)(C)C